i-butanal C(C(C)C)=O